ClC=1C=C(C(=O)N2CC=3C(=NN4C3C(N(C[C@H]4C(=O)NC)C(C)C4=CC(=NC=C4)C(F)(F)F)=O)C[C@H]2C)C=CC1Cl (3R,7S)-2-(3,4-dichlorobenzoyl)-N,3-dimethyl-10-oxo-9-(1-(2-(trifluoromethyl)pyridin-4-yl)ethyl)-1,2,3,4,7,8,9,10-octahydropyrido[4',3':3,4]pyrazolo[1,5-a]pyrazine-7-carboxamide